N1(CCNCC1)CC(=O)CN1CCNCC1 (Piperazin-1-yl)Methylketone